2-propoxybenzenesulfonamide C(CC)OC1=C(C=CC=C1)S(=O)(=O)N